OC[C@H]1O[C@H]([C@H]2[C@@H]1OC(O2)(C)C)N2C=1N=C(NC(C1N=C2)=O)NC(C(C)C)=O N-(9-((3aR,4R,6R,6aR)-6-(hydroxymethyl)-2,2-dimethyltetrahydrofuro[3,4-d][1,3]dioxole-4-yl)-6-oxo-6,9-dihydro-1H-purin-2-yl)isobutyramide